(E)-1-(2-Hydroxy-6-octoxyphenyl)-3-(4-hydroxyphenyl)prop-2-en-1-one OC1=C(C(=CC=C1)OCCCCCCCC)C(\C=C\C1=CC=C(C=C1)O)=O